tert-Butyl 4-(4-methyl-3-((1-(2-methyl-7-(((trifluoromethyl)sulfonyl)oxy) quinolin-5-yl)cyclopropyl)carbamoyl)phenyl)piperazine-1-carboxylate CC1=C(C=C(C=C1)N1CCN(CC1)C(=O)OC(C)(C)C)C(NC1(CC1)C1=C2C=CC(=NC2=CC(=C1)OS(=O)(=O)C(F)(F)F)C)=O